(2,6-diazaspiro[3.3]heptan-2-yl)methanone C1N(CC12CNC2)C=O